C1(=CC=CC=C1)C1=CNC=2N=CNC(C21)=O 5-phenyl-3,7-dihydro-pyrrolo[2,3-d]Pyrimidin-4-one